COC=1C=C(OC2=C(C=C(C=C2)F)[N+](=O)[O-])C=CC1 2-(3-methoxyphenoxy)-5-fluoronitrobenzene